[Cl-].C1(=CC=CC=C1)O.C1(=CC=CC=C1)O diphenol chloride